2-OXO-3-BUTENOL O=C(CO)C=C